(1'R)-3-methyl-5-(2,2,3-trimethylcyclopentan-1-yl)-2-pentanone CC(C(C)=O)CCC1C(C(CC1)C)(C)C